3-isopropenyl-α,α-dimethylbenzyl-urethane C(=C)(C)C=1C=C(C(C)(C)NC(=O)OCC)C=CC1